C1(CCC1)CC1=NN=C2N1C=CC(=C2C(F)(F)F)C(C)OC2=C(C=C(C=C2)F)F 3-(cyclobutylmethyl)-7-[1-(2,4-difluorophenoxy)ethyl]-8-(trifluoromethyl)[1,2,4]triazolo-[4,3-a]pyridine